2-(3-(4-chlorophenyl)-6-oxopyridazin-1(6H)-yl)-N-cyclopropylacetamide ClC1=CC=C(C=C1)C1=NN(C(C=C1)=O)CC(=O)NC1CC1